methyl 2-bromo-5-((4-chloro-5-(trifluoromethyl)pyrimidin-2-yl)amino)-3-fluorobenzoate BrC1=C(C(=O)OC)C=C(C=C1F)NC1=NC=C(C(=N1)Cl)C(F)(F)F